N1=CC=CC=2CCNC(C12)=O 6,7-dihydro-1,7-naphthyridin-8(5H)-one